CC1=CC=C(C=N1)C=1OC=C(N1)C(=O)NC=1C=C2C(=NC1N1CCCCC1)N=C(S2)N2CCOCC2 2-(6-methylpyridin-3-yl)-N-(2-morpholinyl-5-(piperidin-1-yl)thiazolo[4,5-b]pyridin-6-yl)oxazole-4-carboxamide